N-(1,3-Benzodioxol-4-ylmethyl)-1-(2-pyrrol-1-yl-4-pyridinyl)methylamine O1COC2=C1C=CC=C2CNCC2=CC(=NC=C2)N2C=CC=C2